C(CCCC)C(COC(CCCC(OC(OCCN(CCOC(OC(CCCC(=O)OCC(CCCCC)CCCCC)CCCC)=O)CCN(CC)CC)=O)CCCC)=O)CCCCC bis(2-pentylheptyl)5,17-dibutyl-11-(2-(diethylamino)ethyl)-7,15-dioxo-6,8,14,16-tetraoxa-11-azahenicosandioate